CC1(C(C2=C(OC=CO2)C(C1)=O)=O)S(=O)(=O)[O-].[K+] potassium 6-methyl-5,8-dioxo-5,6,7,8-tetrahydrobenzo[b][1,4]dioxin-6-sulfonate